C1(CCCCC(=O)OC(CCC)O1)=O 4-butylidene adipate